6-(4-amino-4-methylpiperidin-1-yl)-N-(4-fluoro-2-isopropoxyphenyl)pyrido[3,2-d]pyrimidine-4-amine NC1(CCN(CC1)C=1C=CC=2N=CN=C(C2N1)NC1=C(C=C(C=C1)F)OC(C)C)C